CC1=CC=C(C(=O)O)C=C1.CC1=CC=C(C(=O)OC)C=C1 methyl p-methylbenzoate (r-p-methylbenzoate)